ruthenium(II) nitrosyl nitrate [N+](=O)(ON=O)[O-].[Ru+2]